C(C)(C)(C)OC(=O)NC1(CC(C1)=O)C(=O)OCC ethyl 1-((tert-butoxycarbonyl) amino)-3-oxocyclobutylcarboxylate